2-vinylnaphthalene-methacrylate C(=C)C1=C(C2=CC=CC=C2C=C1)CC(C(=O)[O-])=C